3-(5-ethyl-5-azaspiro[2.5]oct-7-en-7-yl)-1H-pyrrolo[2,3-b]pyridine C(C)N1CC2(CC2)C=C(C1)C1=CNC2=NC=CC=C21